ClC=1C=C(C=CC1F)NC(=O)C1=C(N=CN1C)C1CC2CC(CC2C1)(C#CC=1C=NC(=CC1)C(C)(C)O)O N-(3-chloro-4-fluorophenyl)-4-(5-hydroxy-5-((6-(2-hydroxypropan-2-yl)pyridin-3-yl)ethynyl)octahydropentalen-2-yl)-1-methyl-1H-imidazole-5-carboxamide